C(C(C)C)OCC1=CC(=CC=C1)COCC(C)C α,α'-diisobutoxy-m-xylene